ClC=1C=C2C(=NC(=NC2=C(C1C1=CC=C(C=2SC(=C(C21)C#N)NC(OC(C)(C)C)=O)F)F)OC[C@]21CCCN1C[C@@H](C2)F)SC tert-Butyl (4-(6-chloro-8-fluoro-2-(((2R,7aS)-2-fluorotetrahydro-1H-pyrrolizin-7a(5H)-yl)methoxy)-4-(methylthio)quinazolin-7-yl)-3-cyano-7-fluorobenzo[b]thiophen-2-yl)carbamate